Sodium octadecyl phosphate P(=O)(OCCCCCCCCCCCCCCCCCC)([O-])[O-].[Na+].[Na+]